7-methyl-1,5,7-triazabicyclo[4.4.0]decen CN1C2NCC=CN2CCC1